C(N)(=O)[C@H]1N2C(N([C@H](C(=C1)C)C2)O[C@H](C(=O)OCC)F)=O (2S)-ethyl 2-(((2S,5r)-2-carbamoyl-4-methyl-7-oxo-1,6-diazabicyclo[3.2.1]oct-3-en-6-yl) oxy)-2-fluoroacetate